[Si](C)(C)(C(C)(C)C)OC1CN(C1)C1=NC(=NC(=C1Cl)Cl)C 4-{3-[(tert-butyldimethylsilyl)oxy]azetidin-1-yl}-5,6-dichloro-2-methylpyrimidine